4-bromo-1-[(4-methoxyphenyl)methyl]indazole-3-carbonitrile BrC1=C2C(=NN(C2=CC=C1)CC1=CC=C(C=C1)OC)C#N